FC1=C(C(=C(C(=C1[B-](C1=C(C(=C(C(=C1F)F)F)F)F)(C1=C(C(=C(C(=C1F)F)F)F)F)C1=C(C(=C(C(=C1F)F)F)F)F)F)F)F)F.C(CCCCCCCCCCCCCCC)[NH+](C1=CC=CC=C1)CCCCCCCCCCCCCCCC N,N-di(hexadecyl)anilinium tetrakis(pentafluorophenyl)borate